(2R)-3-(3-bromophenyl)-2-[(3S)-1-tert-butoxycarbonylpyrrolidin-3-yl]propanoic acid ammonium salt [NH4+].BrC=1C=C(C=CC1)C[C@@H](C(=O)[O-])[C@H]1CN(CC1)C(=O)OC(C)(C)C